OCCCC1=C(C=CC(=C1)N)N 2-GAMMA-HYDROXYPROPYL-PARA-PHENYLENEDIAMINE